BrC1=C(COC2=C3C(C=C(OC3=CC=C2)C(=O)NN[C@@H](C(C)C)C(=O)OC)=O)C=CC=C1 methyl (5-((2-bromobenzyl)oxy)-4-oxo-4H-chromene-2-carbonylamino)-L-valinate